3-(3-(3-amino-6-(1-methyl-1H-pyrazol-4-yl)pyrazin-2-yl)-6-oxopyridazin-1(6H)-yl)-5-methoxybenzonitrile 2,2,2-trifluoroacetate salt FC(C(=O)O)(F)F.NC=1C(=NC(=CN1)C=1C=NN(C1)C)C1=NN(C(C=C1)=O)C=1C=C(C#N)C=C(C1)OC